6-hydroxy-2,5,7,8-tetra-methylchroman-2-carboxylic acid OC=1C(=C2CCC(OC2=C(C1C)C)(C(=O)O)C)C